C1(CCCCC1)COC1=C2N=CNC2=NC(=N1)NC1=CC=C(C=C1)S(=O)(=O)CCN1CCN(CC1)C 6-(cyclohexylmethoxy)-N-(4-((2-(4-methylpiperazin-1-yl)ethyl)sulfonyl)phenyl)-9H-purin-2-amine